N[C@@H](C(C)C)C(=O)OC1CN(CCC1C=1C(=CC(=C2C(C=C(OC12)C1=C(C=CC=C1)Cl)=O)O)O)C 4-(2-(2-chlorophenyl)-5,7-dihydroxy-4-oxo-4H-chromen-8-yl)-1-methylpiperidin-3-yl L-valinate